1-(4-(N,N-bis(4-methoxybenzyl)aminosulfonyl)-3-fluorobenzyl)-5-(3-bromophenyl)-2-(cyclopropyl-methyl)-1H-pyrrole-3-carboxylic acid COC1=CC=C(CN(S(=O)(=O)C2=C(C=C(CN3C(=C(C=C3C3=CC(=CC=C3)Br)C(=O)O)CC3CC3)C=C2)F)CC2=CC=C(C=C2)OC)C=C1